2-[4-(2-pyridin-4-yl-2H-pyrazol-3-yl)-phenoxymethyl]-quinoline N1=CC=C(C=C1)N1N=CC=C1C1=CC=C(OCC2=NC3=CC=CC=C3C=C2)C=C1